(16R)-13-ethyl-12-methyl-16-(3,3,3-trifluoropropyl)-12,13,16,17,18,19,20,21-octahydro-6,23-(azeno)-11,7-(metheno)imidazo[2,1-c][1,4,8,10,13,15]oxapentaazacyclohenicosin-14(15H)-one C(C)N1C(C=2N=CN=C(C3=CN4C(C(OCCCCC[C@@H](NC1=O)CCC(F)(F)F)=N3)=NC=C4)C2)C